C(#N)C1=C(C=CC=C1)C1=CC=C(C=C1)Br 2'-cyano-4-bromobiphenyl